N1=NN=NC1=C1N=NN=N1.[NH4+].[NH4+] diammonium 5,5'-bitetrazole